1,5-anhydro-2,3-dideoxy-3-(6-(3-fluoro-4-(((1-hydroxycyclopropyl)methyl)-carbamoyl)benzyl)-7,8-dimethyl-4-oxoquinazolin-3(4H)-yl)-L-threo-pentitol FC=1C=C(CC=2C=C3C(N(C=NC3=C(C2C)C)[C@H]2CCOC[C@@H]2O)=O)C=CC1C(NCC1(CC1)O)=O